ClC1=CC=C(C=C1)C(C)(C#C)C=1N=C(SC1)NC(N(CCO)CCO)=O 3-(4-(2-(4-chlorophenyl)-but-3-yn-2-yl)thiazol-2-yl)-1,1-bis(2-hydroxyeth-yl)urea